4-{3-[3-(trifluoromethyl)phenyl]-1,2-oxazol-5-yl}benzoic acid FC(C=1C=C(C=CC1)C1=NOC(=C1)C1=CC=C(C(=O)O)C=C1)(F)F